ClC=1C=C(C=CC1Cl)C=1C=C(C(N(N1)C1=CC(=CC=C1)F)=O)C(=O)NCC(COC)O 6-(3,4-dichlorophenyl)-2-(3-fluorophenyl)-N-(2-hydroxy-3-methoxypropyl)-3-oxo-2,3-dihydropyridazine-4-carboxamide